BrC=1C(N(C(=CC1OCC1=NC=C(C=C1F)F)C)C1=CC(=NC=C1C)C1=NC(=CC=C1C)C(C)(C)O)=O (P)-3-bromo-4-((3,5-difluoropyridin-2-yl)methoxy)-6''-(2-hydroxypropan-2-yl)-3'',5',6-trimethyl-2H-[1,4':2',2''-terpyridin]-2-one